5-(3,5-difluorophenyl)-4,5-dihydropyrazole FC=1C=C(C=C(C1)F)C1CC=NN1